COC1=CC(=C(OC2=C(C(=NC(=N2)C)NC(COC)CC)C)C=C1)C 6-(4-methoxy-2-methylphenoxy)-N-(1-methoxybutan-2-yl)-2,5-dimethylpyrimidin-4-amine